BrC1=CC2=C(N=C(S2)Br)C2=C1OCO2 4,7-dibromo-[1,3]dioxolo[4',5':5,6]benzo[1,2-d]thiazole